C(=O)(OCC1C2=CC=CC=C2C2=CC=CC=C12)N[C@@H]([C@@H](C1=CC=CC=C1)O)C(=O)O |&1:19| (2S,3R)-Racemic-Fmoc-β-hydroxyphenylalanine